C1=CC=CC=2C3=CC=CC=C3C(C12)COC(=O)N([C@@H](CC1=CN(C2=CC=CC=C12)CC1=CC=C(C=C1)C(F)(F)F)C(=O)N[C@@H](CC(C)C)C(=O)OC(C)(C)C)C tert-Butyl Nα-(((9H-fluoren-9-yl)methoxy)carbonyl)-Nα-methyl-1-(4-(trifluoromethyl)benzyl)-L-tryptophyl-L-leucinate